(2R,5S)-tert-butyl 2-(3-(4-(dimethylamino)piperidin-1-yl)phenyl)-5-methylpiperidine-1-carboxylate tert-Butyl-(2R,5S)-2-(3-bromophenyl)-5-methyl-piperidine-1-carboxylate C(C)(C)(C)OC(=O)N1[C@H](CC[C@@H](C1)C)C1=CC(=CC=C1)Br.CN(C1CCN(CC1)C=1C=C(C=CC1)[C@@H]1N(C[C@H](CC1)C)C(=O)OC(C)(C)C)C